O=C[C@H](O)[13C@H](O)[C@H](O)CO D-Ribose-3-13C